3-Hydroxypropionitril OCCC#N